C(CCC)N1CCC2(OC3(CC3)C(N(C2)CC)=O)CC1 8-Butyl-12-ethyl-4-oxa-8,12-diazadispiro[2.1.5.3]tridecan-13-on